CC=1C(OC2=CC=CC=C2C1)C dimethylchromen